O[C@H]1CC[C@@]2([C@H]3[C@H](C[C@@]4([C@H](CC[C@H]4[C@@H]3CC[C@H]2C1)[C@@H](CCC(=O)N1CCC(CC1)(C)C#C)C)C)O)C (R)-4-((3S,5S,8S,9S,10S,11S,13R,14S,17R)-3,11-dihydroxy-10,13-dimethylhexadecahydro-1H-cyclopenta[a]phenanthren-17-yl)-1-(4-ethynyl-4-methylpiperidin-1-yl)pentan-1-one